3-[[6-methoxy-1-(2-trimethylsilylethoxymethyl)benzimidazol-5-yl]amino]-6-methyl-pyridazine-4-carboxylic acid COC=1C(=CC2=C(N(C=N2)COCC[Si](C)(C)C)C1)NC=1N=NC(=CC1C(=O)O)C